[Pt+4].ClN(C1CCCCC1)Cl dichloro(cyclohexylamine) platinum(IV)